2-(6,7-dichloro-2,2-dioxo-4,9-dihydro-1H-pyrrolo[3,2-h][2,1,3]benzothiadiazin-3-yl)-N-methyl-ethanamine ClC=1C2=C(C3=C(CN(S(N3)(=O)=O)CCNC)C1)NC=C2Cl